(1R,4S,12aR)-N-(2,4-difluorobenzyl)-7-hydroxy-6,8-dioxo-1,2,3,4,6,8,12,12a-octahydro-1,4-methanodipyrido[1,2-a:1',2'-d]pyrazine-9-carboxamide FC1=C(CNC(=O)C=2C(C(=C3N(C[C@@H]4N(C3=O)[C@H]3CC[C@@H]4C3)C2)O)=O)C=CC(=C1)F